Cl.Cl.Cl.NCCCCCNC(COC1=C2C(N(C(C2=CC=C1)=O)C1C(NC(CC1)=O)=O)=O)=O N-(5-aminopentyl)-2-((2-(2,6-dioxopiperidin-3-yl)-1,3-dioxoisoindolin-4-yl)oxy)acetamide tri-hydrochloride